CC1CC(=CC(C1)=O)B1OC(C(O1)(C)C)(C)C 5-methyl-3-(tetramethyl-1,3,2-dioxaborolan-2-yl)cyclohex-2-en-1-one